C(C(C)C)OC=C(C)C1=CC(=CC=C1)C(=COCCCOC)C 1-(1-isobutoxyprop-1-en-2-yl)-3-(1-(3-methoxypropoxy)prop-1-en-2-yl)benzene